14,14-dimethoxy-1,5-tetradecadiene-3-yne COC(CCCCCCCC=CC#CC=C)OC